CN1C(=C(C(=C1C)C(=O)[O-])C1=CC=CC=C1)C(=O)[O-] 1,5-dimethyl-3-phenyl-1H-pyrrole-2,4-dicarboxylate